6-[[5-Chloro-3-(2,2,2-trifluoroethoxy)-2-pyridyl]oxy]-N-(4-methyl-1,1-dioxo-thian-4-yl)imidazo[1,2-b]pyridazine-2-carboxamide ClC=1C=C(C(=NC1)OC=1C=CC=2N(N1)C=C(N2)C(=O)NC2(CCS(CC2)(=O)=O)C)OCC(F)(F)F